ClC1=C2C3(C(N(C2=C(C=C1)F)C1=CC=NN1C)=O)CC3 chloro-7'-fluoro-1'-(1-methyl-1H-pyrazol-5-yl)spiro[cyclopropane-1,3'-indolin]-2'-one